BrC1=CC(=C(C=C1)N1[C@H](C[C@@H](CC1)C(=O)OC)C(=O)OC)[N+](=O)[O-] (trans)-dimethyl 1-(4-bromo-2-nitrophenyl)piperidine-2,4-dicarboxylate